FC1=C(C=C(C=C1)NC(=O)C=1N(C=C2C1OCC1C(NS2(=O)=O)CN(C1)C(=O)OCC)C)C Ethyl 8-((4-fluoro-3-methylphenyl)carbamoyl)-7-methyl-3a,4,10,10a-tetrahydro-1H,7H-dipyrrolo[3,4-b:3',4'-f][1,4,5]oxathiazocine-2(3H)-carboxylate 5,5-dioxide